NC1=C(C=O)C=C(C=C1)F amino-5-fluorobenzaldehyde